3-(5-{[(4-Carbamimidoylphenyl)methyl]amino}-4-methyl-1-(thiophen-3-carbonyl)-1H-pyrazol-3-yl)-N,N,2-trimethyl-4-oxoazetidin-1-carboxamid C(N)(=N)C1=CC=C(C=C1)CNC1=C(C(=NN1C(=O)C1=CSC=C1)C1C(N(C1=O)C(=O)N(C)C)C)C